[Al].C(C)(CC)O s-butanol aluminum